rac-(4aR,8aS)-6-[6-[[2-fluoro-4-(trifluoromethylsulfonimidoyl)phenyl]methyl]-2-azaspiro[3.3]heptane-2-carbonyl]-4,4a,5,7,8,8a-hexahydropyrido[4,3-b][1,4]oxazin-3-one FC1=C(C=CC(=C1)S(=O)(=N)C(F)(F)F)CC1CC2(CN(C2)C(=O)N2C[C@@H]3[C@@H](OCC(N3)=O)CC2)C1 |r|